(S)-2-(3-chlorophenyl)-2,2-difluoro-1-(3-fluorophenyl)ethyl ((S)-1-oxo-1-(((S)-1-oxo-3-((S)-2-oxopyrrolidin-3-yl)propan-2-yl)amino)hexan-2-yl)carbamate O=C([C@H](CCCC)NC(O[C@H](C(F)(F)C1=CC(=CC=C1)Cl)C1=CC(=CC=C1)F)=O)N[C@H](C=O)C[C@H]1C(NCC1)=O